COC1=C(C(=CC(=C1)C1=CN(C(C2=CN=CC=C12)=O)C)OC)CC(C(=O)O)(N)C [[2,6-dimethoxy-4-(2-methyl-1-oxo-1,2-dihydro-2,7-naphthyridin-4-yl)phenyl]methyl](methyl)(amino)acetic acid